C(C=C)(=O)OCCCCCCCCCCCCCCCCCCCCCCCCCCCCC nonacosyl acrylate